O=C1NC(CCC1N1C(N(C2=C1C=CC(=C2)CC(=O)OCC2CCN(CC2)C(=O)OC(C)(C)C)C)=O)=O Tert-butyl 4-[[2-[1-(2,6-dioxo-3-piperidyl)-3-methyl-2-oxo-benzimidazol-5-yl]acetyl]oxymethyl]piperidine-1-carboxylate